(R)-N-(3-chloro-2-methyl-4-(N-(1-(piperidin-4-yl)ethyl)sulfamoyl)phenyl)-2-methylbenzamide ClC=1C(=C(C=CC1S(N[C@H](C)C1CCNCC1)(=O)=O)NC(C1=C(C=CC=C1)C)=O)C